NC=1C=CC(=NC1)C=1N=NN(C1NC(O[C@H](CF)C1=CC(=CC=C1)F)=O)C (S)-2-fluoro-1-(3-fluorophenyl)ethyl (4-(5-aminopyridin-2-yl)-1-methyl-1H-1,2,3-triazol-5-yl)carbamate